pyrazolo[1,5-a]quinoline-3-carbonitrile N1=CC(=C2N1C1=CC=CC=C1C=C2)C#N